FC1=C(C=CC(=C1)C(F)(F)F)COC1CN(C1)C(=O)N1C[C@@H]2OCC=3N=NNC3[C@@H]2C1 (+)-[3-[[2-Fluoro-4-(trifluoromethyl)phenyl]methoxy]azetidin-1-yl]-[(1S,9R)-8-oxa-3,4,5,11-tetrazatricyclo[7.3.0.02,6]dodeca-2(6),4-dien-11-yl]methanon